4-methoxyphenylsulphonylpropyl-triethoxysilane tert-butyl-4-amino-3,3-difluoropyrrolidine-1-carboxylate C(C)(C)(C)OC(=O)N1CC(C(C1)N)(F)F.COC1=CC=C(C=C1)S(=O)(=O)CCC[Si](OCC)(OCC)OCC